CCO[Si](OC)(OC)C=CC methylpropenyl-trimethoxysilane